FC1=C(C=CC=C1NC(NC=1C=NC(=CC1)C)=O)CN1CCN(CC1)C(=O)OC methyl 4-[[2-fluoro-3-[(6-methylpyridin-3-yl)carbamoylamino]phenyl]methyl]piperazine-1-carboxylate